ethyl 3,4,6,7-tetra-O-acetyl-2-deoxy-1,5-dithio-β-D-glucoheptopyranoside C(C)(=O)O[C@H]1C[C@H](SCC)S[C@@H]([C@@H]1OC(C)=O)[C@H](OC(C)=O)COC(C)=O